C1C(CCCC(=O)ONC(C=C)=O)CCCCCCCCCCC1 6-acrylamido undecanohexanoate